N,N-dihexyl-4-methylbenzamide C(CCCCC)N(C(C1=CC=C(C=C1)C)=O)CCCCCC